ClC1=NN2C(C(=N1)NC1CCCC1)=CC=C2C[C@@H]2O[C@@H]([C@@H]1[C@H]2OC(O1)(C)C)CO ((3aR,4R,6S,6aS)-6-((2-chloro-4-(cyclopentylamino)pyrrolo[2,1-f][1,2,4]triazin-7-yl)methyl)-2,2-dimethyltetrahydrofuro[3,4-d][1,3]dioxol-4-yl)methanol